NC1=C(C=C(C=C1C(F)(F)F)F)C(C)=O (2-amino-5-fluoro-3-(trifluoromethyl)phenyl)ethan-1-one